Triethylsilan C(C)[SiH](CC)CC